((1-((2,4-Dimethyl-6-oxo-1,6-dihydropyrimidin-5-yl)methyl)-4-(1-fluoroethyl)-6-oxo-1,6-dihydropyrimidin-5-yl)oxy)-3,5-dimethylbenzonitril CC=1NC(C(=C(N1)C)CN1C=NC(=C(C1=O)OC1=C(C#N)C=C(C=C1C)C)C(C)F)=O